N[C@]1(CN(CCC1)C=1C=NC(=CC1CN1C2=NC=NC(=C2N=C1)N)C1=CC(=C(C=C1)F)F)[C@H](C(F)F)O (R)-1-((R)-3-amino-1-(4-((6-amino-9H-purin-9-yl)methyl)-6-(3,4-difluorophenyl)pyridin-3-yl)piperidin-3-yl)-2,2-difluoroethan-1-ol